FC(C=1C=C(C=C(C1)C(F)(F)F)NN)(F)F 3,5-Ditrifluoromethylphenylhydrazine